C(C1=CC=CC=C1)OC1=C(C=C(C(=C1)OCC1=CC=CC=C1)C(C)C)C1=C(C(=NO1)C(NCC)=O)C1=CC=C(CNCCCCCCNC(OC(C)(C)C)=O)C=C1 tert-Butyl 6-(4-(5-(2,4-bis(benzyloxy)-5-isopropylphenyl)-3-(ethylcarbamoyl)isoxazol-4-yl)benzylamino)hexylcarbamate